3-FORMYL-5-METHYL-1H-INDOLE-2-CARBOXYLIC ACID C(=O)C1=C(NC2=CC=C(C=C12)C)C(=O)O